CC1(CCC(CC1)C=O)C 4,4-dimethylcyclohexane-carbaldehyde